BrC1=CC=C(COCC2=CC(=CC3=C2N=C(S3)N(C(OC(C)(C)C)=O)C(=O)OC(C)(C)C)C(F)(F)F)C=C1 tert-butyl (4-(((4-bromobenzyl)oxy)methyl)-6-(trifluoromethyl)benzo[d]thiazol-2-yl)(tert-butoxycarbonyl)carbamate